BrC=1C(=C2C(=NC1)N(C=C2)COCC[Si](C)(C)C)N2CC1(CCNC1=O)CC2 7-(5-bromo-1-((2-(trimethylsilyl)ethoxy)methyl)-1H-pyrrolo[2,3-b]pyridin-4-yl)-2,7-diazaspiro[4.4]nonan-1-one